3-(4-(2-(tert-butyldiphenylsilyl)ethoxy)-3-iodophenyl)propanoic acid [Si](C1=CC=CC=C1)(C1=CC=CC=C1)(C(C)(C)C)CCOC1=C(C=C(C=C1)CCC(=O)O)I